ethyl 7-cyclobutyl-2-((4-methoxybenzyl)oxy)-4-(methylamino)quinoline-3-carboxylate C1(CCC1)C1=CC=C2C(=C(C(=NC2=C1)OCC1=CC=C(C=C1)OC)C(=O)OCC)NC